FC(C1=NN=C(O1)C1=CC=C(CC2=NOC(=N2)C=2C=C(C(=O)N)C=CC2)C=C1)F 3-(3-(4-(5-(difluoromethyl)-1,3,4-oxadiazol-2-yl)benzyl)-1,2,4-oxadiazol-5-yl)benzamide